tert-Butyl (1-(5-(7'-fluoro-3'-methyl-2'-oxo-2',3'-dihydrospiro[cyclobutane-1,1'-pyrrolo[2,3-c]quinolin]-8'-yl)-3-(methylsulfonamido)pyridin-2-yl)azetidin-3-yl)(methyl)carbamate FC=1C(=CC=2C3=C(C=NC2C1)N(C(C31CCC1)=O)C)C=1C=C(C(=NC1)N1CC(C1)N(C(OC(C)(C)C)=O)C)NS(=O)(=O)C